CC=1N=NC=C(C1[C@@H](C)OC=1C=C2C(=NNC2=CC1)C=1C=CC(=NC1)C1NCC12CS(CC2)(=O)=O)C [5-[5-[(1R)-1-(3,5-dimethylpyridazin-4-yl)ethoxy]-1H-indazol-3-yl]-2-pyridinyl]-6λ6-thia-2-azaspiro[3.4]octane 6,6-dioxide